[C@H]12[C@H](O)[C@@H](O)[C@H](O1)[C@H](O)CO2 1,6-anhydro-beta-D-glucofuranose